Cyclopropyl(2-methoxyethyl)sulfane C1(CC1)SCCOC